4-(2-naphthalenyl)-N-[4-(2-naphthalenyl)phenyl-2,3,5,6-d4]-benzene-2,3,5,6-d4-amine C1=C(C=CC2=CC=CC=C12)C1=C(C(=C(C(=C1[2H])[2H])NC1=C(C(=C(C(=C1[2H])[2H])C1=CC2=CC=CC=C2C=C1)[2H])[2H])[2H])[2H]